C(CCC(=O)O)(=O)[O-].C(CCCCC)C(C(=O)O)(O)CCCCCC.[Na+] sodium dihexylglycolate succinate